C(C1=CC=CC=C1)N1C(C=CC(=C1)OC1=C(C=C(C=C1Cl)[N+](=O)[O-])Cl)=O 1-Benzyl-5-(2,6-dichloro-4-nitrophenoxy)pyridin-2(1H)-one